C12CN(CC2C1)C1=CC=C(C(=N1)C)CN1N=CC(=C1)C(=O)NC1CCC2=C1NN=C2C 1-[(6-{3-Azabicyclo[3.1.0]hex-3-yl}-2-methylpyridin-3-yl)methyl]-N-{3-methyl-1H,4H,5H,6H-cyclopenta[c]pyrazol-6-yl}-1H-pyrazole-4-carboxamide